8-acetyl-5,6-dihydro-4H-pyrrolo[3,2,1-ij]quinolin-2(1H)-one C(C)(=O)C=1C=C2CCCN3C2=C(C1)CC3=O